NC1=C(C=CC(=C1)Cl)[N+](=O)[O-] amino-5-chloro-2-nitrobenzene